FC1=C(CCN2[C@@H]([C@H]([C@@H]([C@H](C2)O)O)O)C)C(=CC=C1)F (2R,3R,4R,5S)-1-(2,6-difluorophenethyl)-2-methylpiperidine-3,4,5-triol